(trans)-ethyl 4-(2-chloro-3,4-difluorophenyl)-6-(4-(1-(4-methoxy-2-methyl-4-oxobutan-2-yl)-1H-pyrazol-4-yl)cyclohexyl)-2-(thiazol-2-yl)-1,4-dihydropyrimidine-5-carboxylate ClC1=C(C=CC(=C1F)F)C1N=C(NC(=C1C(=O)OCC)[C@@H]1CC[C@H](CC1)C=1C=NN(C1)C(C)(CC(=O)OC)C)C=1SC=CN1